ClC1=CC=C(S1)CNC1=CC(=NN1C(C(C)(C)C)=O)C1NCCN(C1)C=1OC=C(N1)CO 1-(5-{[(5-chlorothiophen-2-yl)methyl]amino}-3-{4-[4-(hydroxymethyl)-1,3-oxazol-2-yl]piperazin-2-yl}-1H-pyrazol-1-yl)-2,2-dimethylpropan-1-one